γ-Chloropropanyl-L-glutamate ClCCCN[C@@H](CCC(=O)[O-])C(=O)[O-]